1-ethyl-3,9-dimethylxanthine C(C)N1C(=O)N(C=2N(C=NC2C1=O)C)C